4-t-butyl-beta-chloro-alpha-methylcinnamaldehyde C(C)(C)(C)C1=CC=C(C(=C(C=O)C)Cl)C=C1